1-arachidonoyl-glycerol C(CCC\C=C/C\C=C/C\C=C/C\C=C/CCCCC)(=O)OCC(O)CO